C(C)(C)(C)C1=CC=C(COC2=CC=CC=3C4NC(N(C(OC32)(C4)C)C=4C=C(C(=O)NCCC3=CC=C(C=C3)C)C=CC4)=O)C=C1 3-(10-((4-(tert-Butyl)benzyl)oxy)-2-methyl-4-oxo-5,6-dihydro-2H-2,6-methanobenzo[g][1,3,5]oxadiazocin-3(4H)-yl)-N-(4-methylphenethyl)benzamid